BrC=1C=C(C=CC1)[C@@H](CC=1N(C(=NN1)S)C)C |r| (+/-)-5-(2-(3-bromophenyl)propyl)-4-methyl-4H-1,2,4-triazole-3-thiol